C(C1=CC=CC=C1)N1C(C(=CC(=C1)C(=O)NCC1C(CCCC1)O)C(=O)NC)=O 1-benzyl-N5-((2-hydroxycyclohexyl)methyl)-N3-methyl-2-oxo-1,2-dihydropyridine-3,5-dicarboxamide